OC1=C(C=CC=C1)C1=NC2=CC=CC=C2C(N1)=O 2-(2-hydroxyphenyl)quinazolin-4(3H)-one